methyl (3S)-3-{(2S)-2-({N-[(4-methoxy-1H-indol-2-yl) carbonyl]-L-leucyl} amino)-3-oxo-4-[(propionyloxy) methoxy] butyl}-2-oxopyrrolidine-1-carboxylate COC1=C2C=C(NC2=CC=C1)C(=O)N[C@@H](CC(C)C)C(=O)N[C@@H](C[C@H]1C(N(CC1)C(=O)OC)=O)C(COCOC(CC)=O)=O